FC(C=1N=C(SC1)NC1=CC=C(C=C1)[C@@H](C)C1=CC=NN1O)(F)F 5-[(1R)-1-(4-{[4-(trifluoromethyl)-1,3-thiazol-2-yl]amino}phenyl)ethyl]-1H-pyrazol-1-ol